isopropyl lactate (isopropyl lactate) C(C)(C)C(C(=O)O)(O)C.C(C(O)C)(=O)OC(C)C